1-(2'-benzoylphenyl)-2-phenylacetylene C(C1=CC=CC=C1)(=O)C1=C(C=CC=C1)C#CC1=CC=CC=C1